The molecule is uDP-sugar having 3-keto-alpha-D-glucose as the sugar component. It is an UDP-sugar and a secondary alpha-hydroxy ketone. It derives from a 3-dehydro-D-glucose. It is a conjugate acid of an UDP-3-keto-alpha-D-glucose(2-). C1=CN(C(=O)NC1=O)[C@H]2[C@@H]([C@@H]([C@H](O2)COP(=O)(O)OP(=O)(O)O[C@@H]3[C@@H](C(=O)[C@@H]([C@H](O3)CO)O)O)O)O